5-[[[4-[6-[5-(6-methyl-2-pyridyl)-1H-imidazol-4-yl]-3-quinolyl]cyclohex-3-en-1-yl]amino]methyl]tetrahydrofuran-2-one CC1=CC=CC(=N1)C1=C(N=CN1)C=1C=C2C=C(C=NC2=CC1)C1=CCC(CC1)NCC1CCC(O1)=O